5-(dimethylamino)nicotinonitrile CN(C=1C=NC=C(C#N)C1)C